tert-butyl N-(6-chloro-2-pyridyl)aminocarboxylate ClC1=CC=CC(=N1)NC(=O)OC(C)(C)C